(R)-(2-((5-Chloro-2-((1-(2-(piperidin-4-yl)ethyl)pyrrolidin-3-yl)amino)pyrimidin-4-yl)amino)phenyl)dimethyl-phosphine ClC=1C(=NC(=NC1)N[C@H]1CN(CC1)CCC1CCNCC1)NC1=C(C=CC=C1)P(C)C